(E)-(2,4,6-trimethylbenzylidene)sulfamoyl fluoride CC1=C(\C=N\S(=O)(=O)F)C(=CC(=C1)C)C